bis(1-octyloxy-2,2,6,6-tetra-methylpiperidyl)sebacate C(CCCCCCC)ON1C(C(CCC1(C)C)C(C(=O)[O-])(CCCCCCCC(=O)[O-])C1C(N(C(CC1)(C)C)OCCCCCCCC)(C)C)(C)C